propane diacrylate C(C=C)(=O)O.C(C=C)(=O)O.CCC